6-(2,4-dimethoxypyrimidin-5-yl)-3-fluoro-8-((1S,2S)-2-(5-(trifluoromethoxy)pyridin-2-yl)cyclopropyl)imidazo[1,2-b]pyridazine COC1=NC=C(C(=N1)OC)C=1C=C(C=2N(N1)C(=CN2)F)[C@@H]2[C@H](C2)C2=NC=C(C=C2)OC(F)(F)F